6-methoxy-N-(pyridin-3-yl)-2-(pyrrolidin-1-yl)-7-(3-(pyrrolidin-1-yl)prop-1-yn-1-yl)quinazolin-4-amine COC=1C=C2C(=NC(=NC2=CC1C#CCN1CCCC1)N1CCCC1)NC=1C=NC=CC1